ClC1=CC=C2C(=N1)N(N=C2C)CC 6-Chloro-1-ethyl-3-methyl-1H-pyrazolo[3,4-b]pyridine